ClC=1N(N=C2C(N(CCC21)C2=NC=CC(=C2)C2=CC(=CC=C2)OC)=O)CC2=C(C(=CC=C2)F)F 3-Chloro-2-(2,3-difluorobenzyl)-6-(4-(3-methoxyphenyl)pyridin-2-yl)-2,4,5,6-tetrahydro-7H-pyrazolo[3,4-c]pyridin-7-one